FC1=CC=C(C=C1)C1C(NCC(C1)C1=CC=CC=C1)=O 3-(4-fluorophenyl)-5-phenylpiperidin-2-one